bis-(dimethylamino)propyl-amino-propyl-silane CN(C)C(CC[SiH](CCC)N)N(C)C